((1r,4r)-4-((4-(methylamino)-5-(1,5-naphthyridin-2-yl)-7H-pyrrolo[2,3-d]pyrimidin-2-yl)amino)cyclohexyl)(pyrrolidin-1-yl)methanone CNC=1C2=C(N=C(N1)NC1CCC(CC1)C(=O)N1CCCC1)NC=C2C2=NC1=CC=CN=C1C=C2